ClC1=NC=C(C(=N1)NC1=C(C=C(C=C1)COC)P(C)(C)=O)Cl (2-((2,5-Dichloropyrimidin-4-yl)amino)-5-(methoxymethyl)phenyl)dimethyl-phosphine oxide